quinoline-3,4-dicarboxylic acid N1=CC(=C(C2=CC=CC=C12)C(=O)O)C(=O)O